N-(1-(5-fluoro-2-(3-fluoropropoxy)phenyl)ethyl)-3-(1-(tetrahydro-2H-pyran-4-yl)-1H-pyrazol-4-yl)pyrazolo[1,5-a]pyrimidin-5-amine FC=1C=CC(=C(C1)C(C)NC1=NC=2N(C=C1)N=CC2C=2C=NN(C2)C2CCOCC2)OCCCF